1-phenylthio-9,10-anthraquinone C1(=CC=CC=C1)SC1=CC=CC=2C(C3=CC=CC=C3C(C12)=O)=O